N-(cyclopropyl(3-methylquinolin-2-yl)methyl)-7-methyl-1H-indole C1(CC1)C(N1C=CC2=CC=CC(=C12)C)C1=NC2=CC=CC=C2C=C1C